lithium isopropoxide CC([O-])C.[Li+]